(S)-6-chloro-1-(pyrrolidin-2-ylmethyl)-1H-pyrazolo[3,4-d]pyrimidine Hydrochloride Cl.ClC1=NC=C2C(=N1)N(N=C2)C[C@H]2NCCC2